C(#N)C=1C=C(OCC=O)C=CC1 2-(3-cyanophenoxy)acetaldehyde